tert-butyl (2S)-2-[[7-benzyloxy-4-(4-fluorophenyl)-3-isopropenyl-2-quinolyl]amino]propanoate C(C1=CC=CC=C1)OC1=CC=C2C(=C(C(=NC2=C1)N[C@H](C(=O)OC(C)(C)C)C)C(=C)C)C1=CC=C(C=C1)F